tert-butyl (1S,5R)-8-[1-[1-[(4-methoxyphenyl)methyl]-2,6-dioxo-3-piperidyl]-3-methyl-2-oxo-benzimidazol-4-yl]-3,8-diazabicyclo[3.2.1]octane-3-carboxylate COC1=CC=C(C=C1)CN1C(C(CCC1=O)N1C(N(C2=C1C=CC=C2N2[C@@H]1CN(C[C@H]2CC1)C(=O)OC(C)(C)C)C)=O)=O